THIAZOLYLPYRAZOLE C1=CSC(=N1)C2=CC=NN2